(2-methoxy-12-oxo-6,6a,7,8,9,10,12,13-octahydro-5H-6,9-methanopyrido[1,2-a]pyrido[2',3':4,5]pyrrolo[2,3-d]azepin-7-yl)methyl acetate C(C)(=O)OCC1CC2CN3C1C(C1=C(CC3=O)C3=C(N1)C=CC(=N3)OC)C2